4-[5-isopropyl-3-[4-(trifluoromethoxy)phenoxy]pyrazol-1-yl]piperidine C(C)(C)C1=CC(=NN1C1CCNCC1)OC1=CC=C(C=C1)OC(F)(F)F